NC1=C(N=NN1CC1=CC=CC=C1)C#N 5-Amino-1-benzyl-1H-[1,2,3]triazole-4-carbonitrile